2,2-diethoxy-N-(Triethoxysilyloctyl)-1-aza-2-silacyclopentane C(C)O[Si]1(N(CCC1)CCCCCCCC[Si](OCC)(OCC)OCC)OCC